CC(C(=O)[O-])(CCCCCCCC=O)NC1=CC(=CC(=C1)CO)COC(C1=CC=CC=C1)(C1=CC=C(C=C1)OC)C1=CC=C(C=C1)OC methyl-((3-((bis(4-methoxyphenyl) (phenyl) methoxy) methyl)-5-(hydroxymethyl) phenyl) amino)-10-oxodecanoate